N1=CC(=CC=C1)C=1C=C(C(=CC1)N)N 4-(pyridin-3-yl)benzene-1,2-diamine